6-{5-chloro-2-[(oxan-4-yl)amino]pyrimidin-4-yl}-2-[2-oxo-2-(pyrrolidin-1-yl)ethyl]-2,3-dihydro-1H-isoindol-1-one ClC=1C(=NC(=NC1)NC1CCOCC1)C1=CC=C2CN(C(C2=C1)=O)CC(N1CCCC1)=O